CC1=C(C=CC(=C1)C=1C=NN(C1)CC1CCN(CC1)C1CCNCC1)N1N=CC(=C1)C(=O)NCC1=NC(=NN1)C(C(F)(F)F)(C)C 1-[2-methyl-4-[1-[[1-(4-piperidyl)-4-piperidyl]methyl]pyrazol-4-yl]phenyl]-N-[[3-(2,2,2-trifluoro-1,1-dimethyl-ethyl)-1H-1,2,4-triazol-5-yl]methyl]pyrazole-4-carboxamide